N1N=NC(=C1)C(=N)N triazoleamidine